N-(3-chlorophenyl)-9-(1-ethylpiperidin-4-yl)-1-methyl-6,7-dihydro-5H-benzo[c][1,2,3]triazolo[1,5-a]azepin-7-amine ClC=1C=C(C=CC1)NC1C2=C(C=3N(CC1)N=NC3C)C=CC(=C2)C2CCN(CC2)CC